2-((5-chloro-2,3-dihydro-1H-inden-2-yl)amino)-6-(6,6-difluorospiro[3.3]heptan-2-yl)-6,7-dihydro-5H-pyrrolo[3,4-d]pyrimidin-5-one ClC=1C=C2CC(CC2=CC1)NC=1N=CC2=C(N1)CN(C2=O)C2CC1(C2)CC(C1)(F)F